N-((1-(((6-(isoindolin-2-ylmethyl)-4-oxo-4H-pyran-3-yl)oxy)methyl)cyclopropyl)methyl)methanesulfonamide C1N(CC2=CC=CC=C12)CC1=CC(C(=CO1)OCC1(CC1)CNS(=O)(=O)C)=O